[I-].FC(C=1C=C(CCN)C=CC1)(F)F m-trifluoromethyl-phenethylamine iodide